1-Chloro-4-(cyclopropylthio)butan-2-one ClCC(CCSC1CC1)=O